FC1=C(C=CC(=C1)F)C=1C=NC2=CC(=CC=C2C1)C(=O)NC=1C=NC(=CC1)C(F)(F)F 3-(2,4-difluorophenyl)-N-(6-(trifluoromethyl)pyridin-3-yl)quinoline-7-carboxamide